C(CCCCCCCCCCC)(=O)NCCCC[C@H](N)C(=O)O Nε-Lauroyllysin